ClC1=NC=C(C(=C1)N1CCC(CC1)C(C)O)C=1C=NN(C1)C1CCOCC1 1-(1-(2-chloro-5-(1-(tetrahydro-2H-pyran-4-yl)-1H-pyrazol-4-yl)pyridin-4-yl)piperidin-4-yl)ethan-1-ol